C1(CC1)CNCC1=CN=C(C2=CC=CC=C12)OC N-(cyclopropylmethyl)-1-(1-methoxy-4-isoquinolinyl)methylamine